2-chloro-3,4-dimethylphenyl (3S)-4-(6-piperidin-1-yl-D-norleucyl)-3-[(thiophen-2-ylmethyl)carbamoyl]piperazine-1-carboxylate N1(CCCCC1)CCCC[C@@H](N)C(=O)N1[C@@H](CN(CC1)C(=O)OC1=C(C(=C(C=C1)C)C)Cl)C(NCC=1SC=CC1)=O